tert-butyl 4,4-difluoro-3-(3-(tosyloxy)propyl)piperidine-1-carboxylate FC1(C(CN(CC1)C(=O)OC(C)(C)C)CCCOS(=O)(=O)C1=CC=C(C)C=C1)F